C1(CCCCC1)S(=O)(=O)NC1=CC=C(C=C1)C1=NNC(=C1)NC1=NC=CN=C1 3-(4-(cyclohexane-sulfonamido)phenyl)-5-(pyrazin-2-ylamino)-1H-pyrazole